N4-methyl-5-hydroxycytidine CNC1=NC(N([C@H]2[C@H](O)[C@H](O)[C@@H](CO)O2)C=C1O)=O